6-[8-(1,3-benzothiazol-2-ylcarbamoyl)-3,4-dihydroisoquinolin-2(1H)-yl]-3-[2-(cyclohexylmethyl)-1,2,3,4-tetrahydroisoquinolin-6-yl]pyridine-2-carboxylic acid S1C(=NC2=C1C=CC=C2)NC(=O)C=2C=CC=C1CCN(CC21)C2=CC=C(C(=N2)C(=O)O)C=2C=C1CCN(CC1=CC2)CC2CCCCC2